C(C)C=1C(NC=2N(C1)N=C(C2)CN2CCN(CC2)C=2C=CC(=NC2C)C(=O)O)=O 5-(4-((6-ethyl-5-oxo-4,5-dihydropyrazolo[1,5-a]pyrimidin-2-yl)methyl)piperazin-1-yl)-6-methylpicolinic acid